6-bromo-2-(3-fluoro-5-methylphenoxy)aniline BrC1=CC=CC(=C1N)OC1=CC(=CC(=C1)C)F